C(C)(C)(C)OC(=O)N1N=C(C(=C1)C1=CC=CC=C1)O 3-hydroxy-4-phenyl-1H-pyrazole-1-carboxylic acid tert-butyl ester